(E)-N-(5-carbamoyl-1-methyl-1H-pyrrol-3-yl)-1-methyl-4-(4-(2-(quinolin-3-yl)vinyl)benzoylamino)-1H-pyrrole-2-carboxamide C(N)(=O)C1=CC(=CN1C)NC(=O)C=1N(C=C(C1)NC(C1=CC=C(C=C1)\C=C\C=1C=NC2=CC=CC=C2C1)=O)C